C(C)(C)(C)OC(=O)N1C2CN(CC1CC2)C=2C=1N(C=C(N2)C=2C=NN(C2)C)N=CC1 3-(6-(1-methyl-1H-pyrazol-4-yl)pyrazolo[1,5-a]pyrazin-4-yl)-3,8-diazabicyclo[3.2.1]octane-8-carboxylic acid tert-butyl ester